C(CCCCCCCCCCCCCCCCCCCCC)(=O)OCCCCCCCCCCCCCCCCCCCCCC docosyl behenate